4-[5-(2-amino-1-hydroxyethyl)pyrimidin-2-yl]-3-(5-butyl-2-methylpyrazol-3-yl)oxybenzonitrile NCC(O)C=1C=NC(=NC1)C1=C(C=C(C#N)C=C1)OC=1N(N=C(C1)CCCC)C